diethyl((5-(4-fluorophenyl)-6-isopropyl-1H-pyrazolo[4,3-g]isoquinolin-8-yl)imino)-λ6-sulfanone C(C)S(=O)(=NC1=NC(=C(C2=CC3=C(C=C12)NN=C3)C3=CC=C(C=C3)F)C(C)C)CC